OC(C#CC1=CC2=C(OC[C@@H](C(N2C)=O)NC(C2=NC=CC(=C2)OC2=CC=CC=C2)=O)C=C1)(C)C (S)-N-(7-(3-Hydroxy-3-methylbut-1-yn-1-yl)-5-methyl-4-oxo-2,3,4,5-tetrahydrobenzo[b][1,4]oxazepin-3-yl)-4-phenoxypicolinamid